3-amino-5-cyclopropoxypyridine-2-carboxylic acid methyl ester COC(=O)C1=NC=C(C=C1N)OC1CC1